BrC=1C=C(C#N)C=C(C1OC)Br 3,5-Dibromo-4-methoxybenzonitrile